6-chloro-3-[(E)-3-(4-fluorophenyl)prop-2-enoyl]-4-phenyl-1H-quinolin-2-one ClC=1C=C2C(=C(C(NC2=CC1)=O)C(\C=C\C1=CC=C(C=C1)F)=O)C1=CC=CC=C1